tert-butyl 4-(1-(2,6-dioxopiperidin-3-yl)-1H-benzo[d]imidazol-5-yl)piperidine-1-carboxylate O=C1NC(CCC1N1C=NC2=C1C=CC(=C2)C2CCN(CC2)C(=O)OC(C)(C)C)=O